BrC=1C=C2C3(CN(C2=CC1)C(=O)C=1C=C(C=CC1)S(=O)(=O)NC1CCCC1)CCC1(CC3)CC1 3-(5''-bromodispiro[cyclopropane-1,1'-cyclohexane-4',3''-indoline]-1''-carbonyl)-N-cyclopentylbenzenesulfonamide